FC=1C=C(C=CC1OC=1C=C2C=CN(C2=CC1)C)[C@H](C)N (1S)-1-[3-fluoro-4-(1-methylindol-5-yl)oxy-phenyl]ethylamine